C(C)OC(=O)[C@H]1[C@@H](C1)OC1=CC=C(C=C1)C=O (1R,2R)-2-(4-formylphenoxy)cyclopropane-1-carboxylic acid ethyl ester